Trimethyl-silylacetylen C[Si](C#C)(C)C